BrC=1C(=C(C=CC1)C(C)C1=NN(C(=C1)OCC)C=1C=C(OC=2C(=C3C=CN(C3=CC2F)S(=O)(=O)C2=CC=C(C=C2)C)F)C=CC1F)F 5-[3-[3-[1-(3-bromo-2-fluoro-phenyl)ethyl]-5-ethoxy-pyrazol-1-yl]-4-fluoro-phenoxy]-4,6-difluoro-1-(p-tolylsulfonyl)indole